3,7-dimethyloctane-1,7-diol CC(CCO)CCCC(C)(O)C